6-{5-chloro-2-[4-(difluoromethyl)-1H-1,2,3-triazol-1-yl]phenyl}pyrimidin-4-ol ClC=1C=CC(=C(C1)C1=CC(=NC=N1)O)N1N=NC(=C1)C(F)F